rac-4-[4-amino-2-(N-(2-amino-1-methyl-2-oxo-ethyl)-4-fluoro-anilino)thiazole-5-carbonyl]-N-isopropyl-benzamide NC=1N=C(SC1C(=O)C1=CC=C(C(=O)NC(C)C)C=C1)N(C1=CC=C(C=C1)F)[C@@H](C(=O)N)C |r|